C(CCCC)C1CCC2(CCC(O2)=O)CC1 8-n-pentyl-1-oxaspiro[4.5]decan-2-one